[I-].C[N+]1=CC=CC=C1 methyl-pyridinium iodide